2-[(2s,6r)-1-[4-[(2,6-dioxo-3-piperidyl) amino]-2-fluoro-phenyl]-4-hydroxy-2,6-dimethyl-4-piperidinyl]Butyl acetate C(C)(=O)OCC(CC)C1(C[C@@H](N([C@@H](C1)C)C1=C(C=C(C=C1)NC1C(NC(CC1)=O)=O)F)C)O